N-(2-bromo-4-(perfluoropropan-2-yl)-6-(trifluoromethyl)phenyl)-2-fluoro-3-(6-chloro-7-fluoro-4-oxo-1,4-dihydro-3H-benzo[d][1,2]oxazin-3-yl)benzamide BrC1=C(C(=CC(=C1)C(C(F)(F)F)(C(F)(F)F)F)C(F)(F)F)NC(C1=C(C(=CC=C1)N1OCC2=C(C1=O)C=C(C(=C2)F)Cl)F)=O